4-methyl-3-(methylsulfonyl)-N-((2-(4-(pyridin-3-yl)phenyl)-1,6-naphthyridin-7-yl)methyl)benzamide CC1=C(C=C(C(=O)NCC2=NC=C3C=CC(=NC3=C2)C2=CC=C(C=C2)C=2C=NC=CC2)C=C1)S(=O)(=O)C